7-(2,2-difluorocyclopropyl)-2-oxo-1,2-dihydroquinoline-3-carboxylic acid FC1(C(C1)C1=CC=C2C=C(C(NC2=C1)=O)C(=O)O)F